1-methylcyclobutane-1-formic acid CC1(CCC1)C(=O)O